C1(=CC=CC=C1)NC(C1=CC=C(C=C1)OC(C(=O)NC1=CC=C(C=C1)Cl)C)=O N-phenyl-4-((1-((4-chlorophenyl)amino)-1-oxopropan-2-yl)oxy)benzamide